1-(1-chloronaphthalen-2-yl)-2,5-dimethyl-6-oxo-1,6-dihydropyrimidin-4-yl-4-methylbenzene-1-sulfonic acid ClC1=C(C=CC2=CC=CC=C12)N1C(=NC(=C(C1=O)C)C1=C(C=CC(=C1)C)S(=O)(=O)O)C